1-(1-chloro-4-(4-fluorobenzyl)-8,8-dimethyl-7,8-dihydro-6H-imidazo[1,2-a]pyrrolo[2,3-e]pyridin-6-yl)-2-((2R,5R)-5-methyl-2-(((R)-3-methylmorpholino)methyl)piperazin-1-yl)ethan-1-one ClC1=CN=C2N1C1=C(C=C2CC2=CC=C(C=C2)F)N(CC1(C)C)C(CN1[C@H](CN[C@@H](C1)C)CN1[C@@H](COCC1)C)=O